lithium silicon (oxy)sulfide O=S.[Si].[Li]